ClC=1C=CC=C2C=CC=C(C12)C1=C(C=2N=C(N=C(C2C=N1)N1C[C@@H](N(CC1)C(=O)OCC1=CC=CC=C1)CC#N)OC[C@H]1N(CCC1)C)F benzyl (2S)-4-[7-(8-chloro-1-naphthyl)-8-fluoro-2-[[(2S)-1-methylpyrrolidin-2-yl]methoxy]pyrido[4,3-d]pyrimidin-4-yl]-2-(cyanomethyl)piperazine-1-carboxylate